(S)-N-(1-((3,5,6-trichloropyridin-2-yl)oxy)propan-2-yl)-5-chloro-2,6-dimethylpyrimidin-4-amine ClC=1C(=NC(=C(C1)Cl)Cl)OC[C@H](C)NC1=NC(=NC(=C1Cl)C)C